1-(cyclopropylmethyl)-N-((6-methyl-5-(1H-pyrrolo[2,3-b]pyridin-4-yl)-2,3-dihydro-1H-inden-4-yl)carbamoyl)-1H-pyrazole-4-sulfonamide C1(CC1)CN1N=CC(=C1)S(=O)(=O)NC(NC1=C2CCCC2=CC(=C1C1=C2C(=NC=C1)NC=C2)C)=O